ethyl 1-(4-nitropyrazol-1-yl)cyclopropanecarboxylate [N+](=O)([O-])C=1C=NN(C1)C1(CC1)C(=O)OCC